7-((8-(heptadecan-9-yloxy)-8-oxooctyl)(2-hydroxyethyl)amino)heptyl 10-methylundec-9-enoate CC(=CCCCCCCCC(=O)OCCCCCCCN(CCO)CCCCCCCC(=O)OC(CCCCCCCC)CCCCCCCC)C